FC1(C(CN(CC1)C(=O)OC(C)(C)C)C1=CC(=NC=C1)CNC(=O)OCC[Si](C)(C)C)F tert-butyl 4,4-difluoro-3-(2-((((2-(trimethylsilyl)ethoxy)carbonyl)amino)methyl)pyridin-4-yl)piperidine-1-carboxylate